3-[(1R)-1-({3-chloro-7-fluoro-2-methyl-6-[6-(4-oxo-1,4lambda5-oxaphosphinan-4-yl)pyridin-3-yl]-1,5-naphthyridin-4-yl}amino)ethyl]-4-fluorobenzonitrile ClC=1C(=NC2=CC(=C(N=C2C1N[C@H](C)C=1C=C(C#N)C=CC1F)C=1C=NC(=CC1)P1(CCOCC1)=O)F)C